C(C1=CC=CC=C1)N1C(=NC2=NC=C(C=C21)C=2C(=NOC2C)C)C 4-(1-benzyl-2-methyl-1H-imidazo[4,5-b]pyridin-6-yl)-3,5-dimethylisoxazole